((1S,4S,5S)-4-(2,6-dimethoxy-4-((S)-2-methyl-3-phenyloctan-2-yl)phenyl)-6,6-dimethylbicyclo[3.1.1]hept-2-en-2-yl)methyl pivalate C(C(C)(C)C)(=O)OCC=1[C@@H]2C([C@H]([C@H](C1)C1=C(C=C(C=C1OC)C(C)([C@@H](CCCCC)C1=CC=CC=C1)C)OC)C2)(C)C